N[C@@H]1C(N(C2=C(C(C1)(F)F)C=C(C(=C2)C=2OC(=NN2)C(C)(S(=O)(=O)C)C)F)CC2=CC=C(C=C2)C2=NC=C(C=C2)C(F)(F)F)=O (3S)-3-amino-5,5,7-trifluoro-8-[5-(1-methyl-1-methylsulfonyl-ethyl)-1,3,4-oxadiazol-2-yl]-1-[[4-[5-(trifluoromethyl)-2-pyridyl]phenyl]methyl]-3,4-dihydro-1-benzazepin-2-one